4-chloropyrido[3,4-d]pyrimidine ClC=1C2=C(N=CN1)C=NC=C2